IMIDAZO[2,1-F][1,2,4]TRIAZINE N=1N2C(C=NC1)=NC=C2